(2R)-2-cyclohexyl-N-(2-oxospiro[indoline-3,4'-tetrahydropyran]-6-yl)-2-{[2-(pyridin-4-yl)acetyl]amino}acetamide C1(CCCCC1)[C@H](C(=O)NC1=CC=C2C(=C1)NC(C21CCOCC1)=O)NC(CC1=CC=NC=C1)=O